C(C1=CC=CC=C1)OCCOCCOC1=NC=CC(=C1)N(CC1=CC(=CC=C1)OC)CC1=CC(=CC=C1)N(C)C 2-(2-(2-(benzyloxy)ethoxy)ethoxy)-N-(3-(dimethylamino)benzyl)-N-(3-methoxybenzyl)pyridin-4-amine